penta(carboxymethyl) diethylenetriamine tert-butyl 4-[4-[6-[2-cyano-3-[[(3R)-3-fluoropyrrolidin-1-yl]sulfonylamino]anilino]-4-oxo-quinazolin-3-yl]butanoyl]piperazine-1-carboxylate C(#N)C1=C(NC=2C=C3C(N(C=NC3=CC2)CCCC(=O)N2CCN(CC2)C(=O)OC(C)(C)C)=O)C=CC=C1NS(=O)(=O)N1C[C@@H](CC1)F.C(=O)(O)CN(CCN(CCN(CC(=O)O)CC(=O)O)CC(=O)O)CC(=O)O